C1N(CC12OCCC2)NC2=CC=CC(=C2)C(F)(F)F (5-oxa-2-azaspiro[3.4]oct-2-yl)-5-(trifluoromethyl)aniline